(R)-6-ethyl-1-(1-isopropylpiperidin-3-yl)-5-(8-methoxy-[1,2,4]triazolo[1,5-a]pyridin-6-yl)-1,3-dihydro-2H-benzo[d]imidazol-2-one C(C)C=1C(=CC2=C(N(C(N2)=O)[C@H]2CN(CCC2)C(C)C)C1)C=1C=C(C=2N(C1)N=CN2)OC